1-Methyl-2-[5-[4-[3-[(4-methylpiperazin-1-yl)methyl]phenyl]phenyl]-1H-pyrazol-4-yl]-2,3-dihydro-quinazolin-4-one CN1C(NC(C2=CC=CC=C12)=O)C=1C=NNC1C1=CC=C(C=C1)C1=CC(=CC=C1)CN1CCN(CC1)C